1-(2-pyridyl)ethanone oxime N1=C(C=CC=C1)C(C)=NO